phosphoric acid, hydrochloride Cl.P(O)(O)(O)=O